O1N=C(C=C1)C(CCCOC[C@@H](C=1N(C=C(N1)C=1C(=NC2=CC=CC=C2C1)OC)COCC[Si](C)(C)C)NC(OC(C)(C)C)=O)=O (R)-tert-butyl (2-(4-(isoxazol-3-yl)-4-oxobutoxy)-1-(4-(2-methoxyquinolin-3-yl)-1-((2-(trimethylsilyl)ethoxy)methyl)-1H-imidazol-2-yl)ethyl)carbamate